C(#C)C1=C2C(=CC(=CC2=CC=C1F)O)C1=C(C=2N=C(N=C(C2C=N1)N1C(COCC(C1)OC)C)OC[C@]12CCCN2C[C@@H](C1)F)F 5-ethynyl-6-fluoro-4-(8-fluoro-2-(((2R,7aS)-2-fluorotetrahydro-1H-pyrrolizin-7a(5H)-yl)methoxy)-4-(6-methoxy-3-methyl-1,4-oxazepan-4-yl)pyrido[4,3-d]pyrimidin-7-yl)naphthalen-2-ol